1-(2,3-dihydrobenzofuran-4-yl)ethanone O1CCC2=C1C=CC=C2C(C)=O